2-[(3-chloro-4-fluorophenyl)-[(1-cyclopropylcyclopropyl)methoxy]methyl]-5-methyl-4-methylsulfonyl-1H-imidazole ClC=1C=C(C=CC1F)C(C=1NC(=C(N1)S(=O)(=O)C)C)OCC1(CC1)C1CC1